N-(2-{4-[(aminosulfonyl)amino]hexahydropyridin-1-yl}-5-fluorophenyl)-8-(1-methylpyrrolidin-3-yl)imidazo[3,2-a]pyrazine-6-carboxamide NS(=O)(=O)NC1CCN(CC1)C1=C(C=C(C=C1)F)NC(=O)C=1N=C(C=2N(C1)C=CN2)C2CN(CC2)C